N-[(2-aminoquinolin-7-yl)methyl]-N-(1,1-dioxo-2,3-dihydro-1λ6-benzothiophen-7-yl)propanamide NC1=NC2=CC(=CC=C2C=C1)CN(C(CC)=O)C1=CC=CC=2CCS(C21)(=O)=O